N-cyclohexylhydroxydiazene-1-oxide sodium salt [Na].C1(CCCCC1)[N+](=NO)[O-]